(1-(1-(4-fluorophenyl)-6-methyl-1H-indazol-5-yl)-3-azabicyclo[3.1.0]hexane-6-yl)methanol ethyl-3-hydroxy-4-oxo-2,3,4,5,6,7-hexahydrofuro[3,2-c]pyridine-3-carboxylate C(C)C1C(C=2C(NCCC2O1)=O)(C(=O)OCC1C2CNCC12C=1C=C2C=NN(C2=CC1C)C1=CC=C(C=C1)F)O